C(C)(C)(C)OC(=O)N1CC(C(CC1)CN1[C@H](CNCC1)C)(F)F tert-butyl-3,3-difluoro-4-(((S)-2-methylpiperazin-1-yl)methyl)piperidine-1-carboxylate